ONC1(C(=NN(C1=O)C)C(C)C)C 4-(hydroxyamino)-1,4-dimethyl-3-(propan-2-yl)-4,5-dihydro-1H-pyrazol-5-one